n-dodecyl methacrylate (lauryl methacrylate) C(CCCCCCCCCCC)C=C(C(=O)O)C.C(C(=C)C)(=O)OCCCCCCCCCCCC